C\C(=C/COC(CCCCCCC)=O)\CCC=C(C)C octanoic acid [(2E)-3,7-dimethyloct-2,6-dienyl] ester